FC=1C(=NC(=NC1)C(=O)O)OC 5-fluoro-4-methoxypyrimidine-2-carboxylic acid